3-(3-ethoxy-3-oxo-propyl)benzoic acid C(C)OC(CCC=1C=C(C(=O)O)C=CC1)=O